3-bromosalicylaldehyde BrC1=C(C(C=O)=CC=C1)O